NC=1C(=CC2=C(N=C(N2)C(F)F)C1C1=C(C(=CC=C1C)OC)C)C#N 6-amino-2-(difluoromethyl)-7-(3-methoxy-2,6-dimethyl-phenyl)-3H-benzimidazole-5-carbonitrile